5-Chloropyrazol ClC1=CC=NN1